O[C@@H](C(=O)NC=1SC(=C(N1)C)C(=O)OCCC)CNC1=NC=CC2=CC=C(C=C12)C1=NOC(=N1)C Propyl (R)-2-(2-hydroxy-3-((7-(5-methyl-1,2,4-oxadiazol-3-yl)isoquinolin-1-yl)amino)propanamido)-4-methylthiazole-5-carboxylate